N-(4-(4-(((1-cyanocyclopropyl)methyl)sulfonylamino)-3,5-difluorophenyl)-1H-pyrrolo[2,3-b]pyridin-6-yl)cyclopropylcarboxamide C(#N)C1(CC1)CS(=O)(=O)NC1=C(C=C(C=C1F)C1=C2C(=NC(=C1)NC(=O)C1CC1)NC=C2)F